NC1=CC(=CC=2NC(OC21)=O)Cl 7-Amino-5-chloro-benzooxazol-2-one